perfluoroperoxide FOOF